C(C)(C)(C)OC(=O)N[C@H](C(=O)OC)CC1=NOC(=N1)C Methyl (2S)-2-[(tert-butoxycarbonyl)amino]-3-(5-methyl-1,2,4-oxadiazol-3-yl)propanoate